C(C)(C)(C)OC(=O)N1C(=CC2=CC=CC=C12)CN(CC(=O)O)C(=O)OCC1C2=CC=CC=C2C=2C=CC=CC12 2-[({1-[(tert-butoxy)carbonyl]-1H-indol-2-yl}methyl)({[(9H-fluoren-9-yl)methoxy]carbonyl})amino]acetic acid